N-((2S*,4R*)-7-fluoro-2-methyl-1-propionyl-1,2,3,4-tetrahydroquinolin-4-yl)formamide FC1=CC=C2[C@@H](C[C@@H](N(C2=C1)C(CC)=O)C)NC=O |o1:5,7|